chloro[(chlorosulfonyl)oxy]methane ClCOS(=O)(=O)Cl